4-(6-(2,5-difluorophenyl)-6-(1-methyl-2-oxo-1,2-dihydropyridin-3-yl)hex-1,3-diyn-1-yl)-1H-pyrazole FC1=C(C=C(C=C1)F)C(CC#CC#CC=1C=NNC1)C=1C(N(C=CC1)C)=O